C(CCCCCCCCCCCCCCCCC)(=O)OC Methyl stearate